1-(azetidin-1-yl)-4-(4-methoxyphenyl)butan-1-one N1(CCC1)C(CCCC1=CC=C(C=C1)OC)=O